BrC1=CC=C(C=2N=CC(=NC12)OC)C(=O)O 8-bromo-2-methoxyquinoxaline-5-carboxylic acid